[6-[5-(1-aminocyclopropyl)-4H-1,2,4-triazol-3-yl]-2-azaspiro[3.3]heptan-2-yl]-[6-[[5-(trifluoromethyl)-2-pyridyl]methyl]-2-azaspiro[3.3]heptan-2-yl]methanone NC1(CC1)C=1NC(=NN1)C1CC2(CN(C2)C(=O)N2CC3(C2)CC(C3)CC3=NC=C(C=C3)C(F)(F)F)C1